C1=C2C=3C=C4C(=CC3N(C2=CC=C1)C=1C(=C(C=CC1)N1C2=CC3=C(C=C2C2=CC=C5C(=C12)C=CC=C5)C=CC=C3)Br)C=CC=C4 13-(3-(5H-benzo[b]carbazol-5-yl)-2-bromophenyl)-13H-dibenzo[a,h]carbazole